Allyloxytrimethyl-silicon C(C=C)O[Si](C)(C)C